NC1=CC(=C(CC=2C=C(C(N(N2)CC2=CC=C(C=C2)OC)=O)C2(CCCC2)C)C(=C1)C)C 6-(4-amino-2,6-dimethylbenzyl)-2-(4-methoxybenzyl)-4-(1-methylcyclopentyl)pyridazine-3(2H)-one